3,5-dicarboxyl-1,2,4-triazole C(=O)(O)C1=NNC(=N1)C(=O)O